1-(3,4-dichlorophenyl)-3,3-dimethylurea ClC=1C=C(C=CC1Cl)NC(=O)N(C)C